C(C)(C)C=1C=NN2C1N=C(N=C2NCC2=CC=NN2C)OC2CCN(CC2)C 8-Isopropyl-N-((1-methyl-1H-pyrazol-5-yl)methyl)-2-((1-methylpiperidin-4-yl)oxy)pyrazolo[1,5-a][1,3,5]triazin-4-amine